(R)-N-(7-(4-fluorobenzoyl)-8-Methyl-3-(3-methyl-1,2,4-thiadiazol-5-yl)-5,6,7,8-tetrahydroimidazo[1,5-a]pyrazine-1-yl)-N-methylacetamide FC1=CC=C(C(=O)N2[C@@H](C=3N(CC2)C(=NC3N(C(C)=O)C)C3=NC(=NS3)C)C)C=C1